[Si](C)(C)(C(C)(C)C)OC(C(F)F)C=1N=C(OC1)C 4-(1-((tert-butyldimethylsilyl)oxy)-2,2-difluoroethyl)-2-methyl-oxazole